C(C1=CC=CC=C1)OCCCCC(=O)OCC Ethyl 5-(benzyloxy)pentanoate